3-[4-(7-Azaspiro[3.5]nonan-2-ylcarbamoyl)phenyl]-1-sulfamoyl-pyrrole-2-carboxylic acid C1C(CC12CCNCC2)NC(=O)C2=CC=C(C=C2)C2=C(N(C=C2)S(N)(=O)=O)C(=O)O